C(=O)(O)C=1C=C(C=CC1)C(C(=O)O)=O 2-(3-carboxyphenyl)-2-oxoacetic acid